2-[3,4-dihydroxy-2,5-bis(3-methyl-2-buten-1-yl)phenyl]-2,3-dihydro-5,7-dihydroxy-4H-1-benzopyran-4-one OC=1C(=C(C=C(C1O)CC=C(C)C)C1OC2=C(C(C1)=O)C(=CC(=C2)O)O)CC=C(C)C